C(=O)[O-].C(=O)[O-].C1=CC=CC1.C1=CC=CC1.[K+].[K+] potassium dicyclopentadiene diformate